Cl.NC1CCN(CCC1)CCC1=CC=C(C=C1)N1C(N=C(C=C1)NC(=O)N1CCN(CC1)C(CN)=O)=O N-(1-(4-(2-(4-Aminoazepan-1-yl)ethyl)phenyl)-2-oxo-1,2-dihydropyrimidin-4-yl)-4-glycylpiperazine-1-carboxamide hydrochloride salt